(R)-2-amino-2-(4-(ethylsulfonyl)-2-fluorophenyl)ethan-1-ol N[C@@H](CO)C1=C(C=C(C=C1)S(=O)(=O)CC)F